ClC(C(F)(F)F)(C)Cl 2,2-dichloro-1,1,1-trifluoropropane